CC1=CC=2C(C3=CC(=C(C=C3C(C2C=C1C)(O[Si](C)(C)C)C(F)(F)F)C)C)=O 2,3,6,7-tetramethyl-10-(trifluoromethyl)-10-(trimethylsilyl)oxy-anthracene-9(10H)-one